(+-)-2-(5-isopropyl-2-methyltetrahydrothiophen-2-yl)ethanol C(C)(C)C1CCC(S1)(C)CCO